C(C)(C)(C)OC(=O)N1N=C(C=C1NC(C(C)C=1C=NN(C1)C1=CC(=CC(=C1)C)Cl)=O)C1CC1.S1CCN(CC1)C(C=C)=O 1-(1-thiomorpholino)prop-2-en-1-one tert-butyl-5-(2-(1-(3-chloro-5-methyl-phenyl)-1H-pyrazol-4-yl)propanamido)-3-cyclopropyl-1H-pyrazole-1-carboxylate